C[C@@H](C(CP(OC)(OC)=O)=O)CC#CC |r| (±)-Dimethyl (3-methyl-2-oxohept-5-yn-1-yl)phosphonate